ClC=1C=C(C=CC1OC)C=1C=C2C=NN(C2=CC1)C=1C(=C(C(=C(C1)O)F)F)F 5-(5-(3-Chloro-4-methoxyphenyl)-1H-indazol-1-yl)-2,3,4-trifluorophenol